F[C@H]1CNCC[C@@H]1OCC1CN(C1)C1=CC=CC=2N(C(N(C21)C)=O)N2C(CCCC2=O)=O [4-[3-[[(3S,4S)-3-fluoro-4-piperidinyl]oxymethyl]azetidin-1-yl]-3-methyl-2-oxo-benzimidazol-1-yl]piperidine-2,6-dione